FC=C(C(F)F)F trans-1,2,3,3-tetrafluoropropylene